FC1=CC=C(C=C1)C=1C(C(=CN(C1C)C(C)C)C(=O)N)=O 5-(4-fluorophenyl)-6-methyl-4-oxo-1-prop-2-ylpyridine-3-carboxamide